FC(OC1=C(C=CC(=C1F)F)[C@H]1[C@H](O[C@@]([C@H]1C)(C(F)(F)F)C)C(=O)NC1=CC(=NC=C1C)C(=O)N)F (2S,3S,4S,5S)-4-[[3-[2-(difluoromethoxy)-3,4-difluoro-phenyl]-4,5-dimethyl-5-(trifluoromethyl)tetrahydrofuran-2-carbonyl]amino]-5-methyl-pyridine-2-carboxamide